tert-butyl (7-(5-(3-chloro-6-cyano-5-cyclopropoxy-2-fluorophenyl)-1-methyl-1H-pyrazol-4-yl)-1-(hydroxymethyl)-4-oxo-3,4-dihydropyrido[3,4-d]pyridazin-5-yl)(2,2-difluoroethyl)carbamate ClC=1C(=C(C(=C(C1)OC1CC1)C#N)C1=C(C=NN1C)C1=CC2=C(C(NN=C2CO)=O)C(=N1)N(C(OC(C)(C)C)=O)CC(F)F)F